tri-magnesium sodium phosphate P(=O)([O-])([O-])[O-].[Na+].[Mg+2].[Mg+2].[Mg+2]